6-(trifluoromethyl)-1,3-benzothiazol-2-amine FC(C1=CC2=C(N=C(S2)N)C=C1)(F)F